C(=O)C1=C(OC[C@H]2N(CCSC2)C(=O)C2=C(C=CC=C2)CCC(=O)OCC)C=CC=C1O ethyl 3-[2-[(3R)-3-(2-formyl-3-hydroxyphenoxymethyl)thiomorpholine-4-carbonyl]phenyl]propanoate